C(C)(C)(C)C=1C=C(C=C(C1)C(C)(C)C)C1=CC=C(C=C1)Cl 3',5'-di-tert-butyl-4-chloro-1,1'-biphenyl